N-ethyl-N-(3-nitrobenzyl)propan-2-amine C(C)N(C(C)C)CC1=CC(=CC=C1)[N+](=O)[O-]